(S)-3-methyl-2-prop-2-enoyl-2,7-diazaspiro[3.5]nonane-7-carboxylate C[C@@H]1N(CC12CCN(CC2)C(=O)[O-])C(C=C)=O